C(=C)C[Si](Cl)(C)C vinyl-trimethylchlorosilane